4-Methylsulfanyl-1-beta-D-ribofuranosyl-1H-pyrazolo[3,4-D]pyrimidine CSC1=C2C(=NC=N1)N(N=C2)[C@H]2[C@H](O)[C@H](O)[C@H](O2)CO